methyl (S)-4-(1-(1-(3-(2-hydroxyethoxy)benzyl)-6-(trifluoromethyl)-2,3-dihydro-1H-imidazo[1,2-b]pyrazole-7-carboxamido)ethyl)benzoate OCCOC=1C=C(CN2CCN3N=C(C(=C32)C(=O)N[C@@H](C)C3=CC=C(C(=O)OC)C=C3)C(F)(F)F)C=CC1